4-bromo-6,6-dimethyl-2,5-dihydropyran-3-carbaldehyde BrC1=C(COC(C1)(C)C)C=O